ClC=1C(=CC2=C(C[C@](O2)(C2=CC=CC=C2)CNC)C1C1=C(N=C2N1C=C(C=C2F)C(=O)N)CO)F (S)-(5-Chloro-6-fluoro-2-((methylamino)methyl)-2-phenyl-2,3-dihydrobenzofuran-4-yl)-8-fluoro-2-(hydroxymethyl)imidazo[1,2-a]pyridine-6-carboxamide